C(#N)CCO[P] (2-cyanoethoxy)phosphorus